OCC1=CC=C(C=C1)N1N=C2C=C(C(=CC2=C1)[N+](=O)[O-])C(=O)OC methyl 2-[4-(hydroxymethyl)phenyl]-5-nitro-indazole-6-carboxylate